[2-(2-methoxy-5-nitrophenyl)ethynyl]Trimethylsilane COC1=C(C=C(C=C1)[N+](=O)[O-])C#C[Si](C)(C)C